N1CCC(CC1)CN1C=NC2=C1C(=CC=C2)C(F)(F)F 1-(piperidin-4-ylmethyl)-7-(trifluoromethyl)-1H-benzo[d]imidazol